C(C)NC=1C(C(C1NCC1=NC=C(C=C1)C1=NOC(=N1)C(F)(F)F)=O)=O 3-(ethylamino)-4-(((5-(5-(trifluoromethyl)-1,2,4-oxadiazol-3-yl)pyridin-2-yl)methyl)amino)cyclobut-3-ene-1,2-dione